3-((3-chloro-4-(trifluoromethoxy)benzyl)amino)-N-(3-((3-(methylamino)-6-(4H-1,2,4-triazol-4-yl)-1H-indazol-4-yl)amino)propyl)propanamide ClC=1C=C(CNCCC(=O)NCCCNC2=C3C(=NNC3=CC(=C2)N2C=NN=C2)NC)C=CC1OC(F)(F)F